di(6-chloro quinoxaline-2-yl) thioether ClC=1C=C2N=CC(=NC2=CC1)SC1=NC2=CC=C(C=C2N=C1)Cl